1,4-dimethylcyclopentane CC1CCC(C1)C